N[C@@H](C)C(=O)C([C@@H](C(=O)O)N)SSC[C@@H](C(=O)O)N alanyl-L-cystine